C(#N)C1=CC=2N(N=C1)C(=CC2)C2=CC(=C(C=N2)C2=NN=C(S2)C(=O)N2C[C@H](CC2)NC(OC(C)(C)C)=O)NC(C)C tert-butyl (S)-(1-(5-(6-(3-cyanopyrrolo[1,2-b]pyridazin-7-yl)-4-(isopropylamino)pyridin-3-yl)-1,3,4-thiadiazole-2-carbonyl)pyrrolidin-3-yl)carbamate